C(#N)[C@H](C[C@H]1C(NCC1)=O)NC([C@@H](NC(=O)C=1N=C(SC1)C(F)(F)F)CC(C)C)=O N-{(1S)-1-cyano-2-[(3S)-2-oxopyrrolidin-3-yl]ethyl}-N2-{[2-(trifluoromethyl)-1,3-thiazol-4-yl]carbonyl}-L-leucinamide